O=CCCC1=CC=C(C=C1)NC(OC(C)(C)C)=O tert-butyl (4-(3-oxopropyl)phenyl)carbamate